C(C)OC(=O)C=1C=C2C(=C(NC2=CC1)C)C.BrC1=CC(=CC(=N1)C(=O)OC)Cl 6-bromo-4-chloro-2-(methoxycarbonyl)pyridine ethyl-2,3-dimethyl-1H-indole-5-carboxylate